Cl.N[C@H](C(=O)O)CC1=NC=C(C=C1F)B(O)O (S)-2-amino-3-(5-dihydroxyboryl-3-fluoropyridin-2-yl)propionic acid hydrochloride